5-Methyl-N1-(4-methylphenylethyl)benzene-1,2-diamine CC1=CC=C(C(=C1)NCCC1=CC=C(C=C1)C)N